NC1=C(SC=2N=C(SC21)C)C(=O)NC2CC=1C=CC(=NC1CC2)N2CC1(C(C2)N)COCCC1 6-amino-N-(2-{4-amino-7-oxa-2-azaspiro[4.5]decan-2-yl}-5,6,7,8-tetrahydroquinolin-6-yl)-2-methylthieno[2,3-d][1,3]thiazole-5-carboxamide